difluoropyridine iridium [Ir].FC=1C(=NC=CC1)F